FC1=CC=C(C=C1)[C@@H]1N(CCC2=CC=CC=C12)C(=O)O[C@@H]1C[C@H](C1)NCCO[Si](C)(C)C(C)(C)C trans-3-((2-((tert-butyldimethylsilyl)oxy)ethyl)amino)cyclobutyl (S)-1-(4-fluorophenyl)-3,4-dihydroisoquinoline-2(1H)-carboxylate